N(N)C(=O)C1=CC=CC(=N1)COC1=CC=C(C=C1)C(C)(C)C1=CC=CC=C1 4-(2-(4-((6-(hydrazinecarbonyl)pyridin-2-yl)methoxy)phenyl)propan-2-yl)benzene